(6-aminonicotinic acid) bismuth [Bi].NC1=NC=C(C(=O)O)C=C1